[C@H]12CN(C[C@H](CC1)N2)C=2C1=C(N=C(N2)OCC23CCCN3CCC2)CN(CC1)C1=CN=CC2=CC=CC(=C12)Cl 4-((1R,5S)-3,8-diazabicyclo[3.2.1]octan-3-yl)-7-(5-chloroisoquinolin-4-yl)-2-((tetrahydro-1H-pyrrolizin-7a(5H)-yl)methoxy)-5,6,7,8-tetrahydropyrido[3,4-d]pyrimidine